O1CCN(CC1)S(=O)(=O)C1=CC=C(C=C1)C1=CC=C(C=C1)C=1N=NNC1C(=O)OCC ethyl 4-(4'-(morpholinosulfonyl)-[1,1'-biphenyl]-4-yl)-1H-1,2,3-triazole-5-carboxylate